C(CCC)[N+]1=CC(=CC=C1)CC 1-Butyl-3-ethylpyridinium